ClC=1C(=C(C=C(C1)O)C1=C(C=2N=C(N=C(C2C=N1)N1CC2CCC(C1)N2C(=O)OC(C)(C)C)OCC2(CC2)CO)F)C2CC2 tert-butyl 3-(7-(3-chloro-2-cyclopropyl-5-hydroxyphenyl)-8-fluoro-2-((1-(hydroxymethyl) cyclopropyl) methoxy) pyrido[4,3-d]pyrimidin-4-yl)-3,8-diazabicyclo[3.2.1]octane-8-carboxylate